C=C(C(=O)OCC(=O)O)CC(=O)OCCCCCCCC 2-((2-methylene-4-(octyloxy)-4-oxobutanoyl)oxy)acetic acid